OCC1(CC1)NC1=NC(=C(C(=O)NC2=CC(=CC=C2)S(NC2(CCC2)C)(=O)=O)C=C1)N1CCC2(CC2)CC1 6-((1-(hydroxymethyl)cyclopropyl)amino)-N-(3-(N-(1-methylcyclobutyl)sulfamoyl)phenyl)-2-(6-azaspiro[2.5]octan-6-yl)nicotinamide